FC1=C(C#N)C=CC(=C1C1=NC=CC2=C1CN(C2=O)C2=NC(=CC(=C2)C)N2CCNCC2)OC 2-fluoro-4-methoxy-3-(2-(4-methyl-6-(piperazin-1-yl)pyridin-2-yl)-1-oxo-2,3-dihydro-1H-pyrrolo[3,4-c]pyridin-4-yl)benzonitrile